2,2-difluoroethyl hexafluoroisopropyl carbonate C(C(F)F)OC(=O)OC(C(F)(F)F)C(F)(F)F